4-cyclohexanedimethanol pimelate C(CCCCCC(=O)O)(=O)O.C1(CCC(CC1)CO)CO